3-(2-methoxyphenyl)-N-(5-(oxetan-3-yloxy)-1,3,4-thiadiazol-2-yl)isonicotinamide COC1=C(C=CC=C1)C1=C(C(=O)NC=2SC(=NN2)OC2COC2)C=CN=C1